2-(4-Fluorophenyl)-5-(methoxycarbonyl)-1-(p-tolyl)-2,11-dihydroimidazo[1',5':1,2]pyrido[3,4-b]indol-4-ium chloride [Cl-].FC1=CC=C(C=C1)N1C=[N+]2C(C=3NC4=CC=CC=C4C3C=C2C(=O)OC)=C1C1=CC=C(C=C1)C